(cyclohexylmethyl)-6-methyl-4-[(1-methylcyclopropyl)amino]furo[2,3-d]pyrimidine-5-carboxamide C1(CCCCC1)CC=1N=C(C2=C(N1)OC(=C2C(=O)N)C)NC2(CC2)C